7-hydroxy-3,3-dimethylchroman-4-one OC1=CC=C2C(C(COC2=C1)(C)C)=O